ClC1=CC=C(C=C1)[C@@H]1N([C@H](CC1)C=O)C(=O)OC(C)(C)C tert-Butyl (2R,5R)-2-(4-chlorophenyl)-5-formylpyrrolidine-1-carboxylate